5-hydroxypyridineformaldehyde Dibenzylbenzyldimethylanilinefumarate C(C1=CC=CC=C1)C=1C(=C(C(=C(N(\C(=C/C(=O)O)\C(=O)O)C)C1)C)CC1=CC=CC=C1)CC1=CC=CC=C1.OC=1C=CC(=NC1)C=O